FC=1C(=CC(=NC1)NC1=NC=C(C(=O)NOC)C=C1)C 6-((5-fluoro-4-methylpyridin-2-yl)amino)-N-methoxynicotinamide